(4-isopropylphenylthiomethyl)-16-oxo-androsta-5-en-3beta-ol C(C)(C)C1=CC=C(C=C1)SCC[C@@]12CC(C[C@H]1[C@@H]1CC=C3C[C@H](CC[C@]3(C)[C@H]1CC2)O)=O